ClC1=C(C=CC=C1)CS(=O)(=O)NC1=CC=C(C=C1)N1C2=C(NC(CC1=O)=O)C=C(C=C2)O (2-chlorophenyl)-N-[4-(2,4-dioxo-7-hydroxy-1H-benzo[1,2-b][1,4]diazepin-1-yl)phenyl]methanesulfonamide